3'-Methyl-8'-(quinoxalin-6-yl)spiro[cyclopropane-1,1'-pyrrolo[2,3-c]quinolin] CN1CC2(C3=C1C=NC=1C=CC(=CC31)C=3C=C1N=CC=NC1=CC3)CC2